[N+](=O)([O-])C1=CC=C(C=N1)N1C[C@H](CCC1)N (S)-1-(6-nitropyridin-3-yl)piperidin-3-amine